8-(2,2-diethoxyethoxy)-7-fluoro-1-methylquinoxalin-2(1H)-one C(C)OC(COC=1C(=CC=C2N=CC(N(C12)C)=O)F)OCC